COC1=CC=C(C=N1)C=1C=NC=2CCN(CC2C1)C1=C(C=C(C=N1)C#N)C 6-[3-(6-methoxy-3-pyridyl)-7,8-dihydro-5H-1,6-naphthyridin-6-yl]-5-methyl-pyridine-3-carbonitrile